trimethylolpropane trimethylolacrylate C(O)C(=C(C(=O)O)CO)CO.C(O)C(CC)(CO)CO